1-oxoisoindoline-5-carboxamide O=C1NCC2=CC(=CC=C12)C(=O)N